CC1C2C(CCC1)C(=O)OC2=O 3-methyl-1,2-cyclohexanedicarboxylic anhydride